NN1C(=NN=C1C1=C(C=CC(=C1)OC)Br)S 4-amino-5-(2-bromo-5-methoxyphenyl)-4H-1,2,4-triazole-3-thiol